12-methyl-tridecanal CC(CCCCCCCCCCC=O)C